FC1=C(C(=O)NC=2C=CC(=NC2)C=2N=NN(C2NC(O[C@H](C)C=2C(=NC=C(C2)F)F)=O)C)C=C(C=N1)F (R)-1-(2,5-difluoropyridin-3-yl)ethyl (4-(5-(2,5-difluoro-nicotinamido) pyridin-2-yl)-1-methyl-1H-1,2,3-triazol-5-yl)carbamate